[6-(3-cyclopropyl-1H-1,2,4-triazol-5-yl)-2-azaspiro[3.3]heptan-2-yl]-[6-[[5-(trifluoromethyl)pyrazol-1-yl]methyl]-2-azaspiro[3.3]heptan-2-yl]methanone C1(CC1)C1=NNC(=N1)C1CC2(CN(C2)C(=O)N2CC3(C2)CC(C3)CN3N=CC=C3C(F)(F)F)C1